C(C)C1=C(C(=NO1)C(=O)O)NC(=O)OC(C)(C)C.N1=C(N=C(N=C1)S)S 1,3,5-triazine-2,4-dithiol ethyl-4-(tert-butoxycarbonylamino)isoxazole-3-carboxylate